C(C)(C)(C)NC(O[C@H]1C[C@H](CC1)C1=CC(=NN1)NC(CC=1OC=C(N1)C)=O)=O (1R,3S)-3-(3-{[(4-methyl-1,3-oxazol-2-yl)acetyl]amino}-1H-pyrazol-5-yl)cyclopentyl tert-butylcarbamate